N'2,N'7-Bis[(1-benzylquinolinium-6-yl)methylene]-1,8-naphthyridine-2,7-dicarbohydrazide bromide [Br-].C(C1=CC=CC=C1)[N+]1=CC=CC2=CC(=CC=C12)C=NNC(=O)C1=NC2=NC(=CC=C2C=C1)C(=O)NN=CC=1C=C2C=CC=[N+](C2=CC1)CC1=CC=CC=C1.[Br-]